ruthenium tetrapropylammonium C(CC)[N+](CCC)(CCC)CCC.[Ru+3]